COC(=O)CN(S(=O)(=O)C1=CC=C(C)C=C1)CCN(S(=O)(=O)C1=CC=C(C)C=C1)CC(=O)OC Methyl ({2-[(methoxycarbonylmethyl)-N-tosylamino]ethyl}-N-tosylamino)acetate